benzyl-choline C(C1=CC=CC=C1)OCC[N+](C)(C)C